C(=O)[O-].C(CCCCCCCCC)[N+](C)(CCO)CCCCCCCCCC didecyl-hydroxyethyl-methyl-ammonium formate